cis-N-(3-(5-fluoropyrimidin-2-yl)-4-(trifluoromethyl)phenyl)-3-methyl-1-(5-methyl-1,3,4-oxadiazol-2-yl)-6-azabicyclo[3.1.1]heptane-6-carboxamide FC=1C=NC(=NC1)C=1C=C(C=CC1C(F)(F)F)NC(=O)N1C2CC(CC1(C2)C=2OC(=NN2)C)C